diisooctyl-phenol C(CCCCC(C)C)C=1C(=C(C=CC1)O)CCCCCC(C)C